1-(4-(7-(Benzyloxy)-3-cyclobutyl-2H-benzopyran-4-yl)phenyl)-4-(dimethoxymethyl)piperidine C(C1=CC=CC=C1)OC1=CC2=C(C(=C(CO2)C2CCC2)C2=CC=C(C=C2)N2CCC(CC2)C(OC)OC)C=C1